S(=O)(=O)(O)O[C@H]1[C@H]2[C@@H]3CC[C@H]([C@@H](CCC(=O)O)C)[C@]3(CC[C@@H]2[C@]2(CCCC[C@H]2C1)C)C 7α-Sulfooxy-5β-Cholanic acid